racemic-1,2-bis[(2-methoxyphenyl)phenylphosphinyloxy]ethane COC1=C(C=CC=C1)P(=O)(OCCOP(=O)(C1=CC=CC=C1)C1=C(C=CC=C1)OC)C1=CC=CC=C1